OC1=C(C(=CC(=C1O)OC)C1=CC=CC=C1)C=O 3,4-dihydroxy-5-methoxy-[1,1'-biphenyl]-2-carbaldehyde